Ethyl 2-(2-chloro-6-fluoro-4-((5-oxo-4-(4-(trifluoromethoxy) phenyl)-4,5-dihydro-1H-1,2,4-triazol-1-yl)methyl)phenoxy)-2-methylpropionate ClC1=C(OC(C(=O)OCC)(C)C)C(=CC(=C1)CN1N=CN(C1=O)C1=CC=C(C=C1)OC(F)(F)F)F